FC(C(=O)N1[C@H](CN(CC1)C1=NC(=NC=2CC3(CCC12)CCC1=CC=CC=C13)OC[C@H]1N(CCC1)C)CC#N)=C 2-((2S)-1-(2-fluoroacryloyl)-4-(2'-(((S)-1-methylpyrrolidin-2-yl)methoxy)-2,3,5',8'-tetrahydro-6'H-spiro[indene-1,7'-quinazolin]-4'-yl)piperazin-2-yl)acetonitrile